BrC1=NC=CC2=C1CN(C2)C2=C(C(N(N=C2)COCC[Si](C)(C)C)=O)C(F)(F)F 5-[4-bromo-1H,2H,3H-pyrrolo[3,4-c]pyridin-2-yl]-4-(trifluoromethyl)-2-[[2-(trimethylsilyl)ethoxy]methyl]-2,3-dihydropyridazin-3-one